monocarbamoyl chloride C(N)(=O)Cl